Tetrahydroxychromic acid O[Cr](=O)(=O)(O)(O)(O)(O)O